ClC1=C(C(=O)NC2=C3C=NN(C3=CC=C2)C2=CC(=CC=C2)OC(F)(F)F)C=C(C=C1)CNC(COC)=O 2-chloro-5-{[(methoxyacetyl)amino]methyl}-N-{1-[3-(trifluoromethoxy)phenyl]-1H-indazol-4-yl}benzamide